(S)-1-(2-((2-chloro-4-fluorophenyl)amino)pyrimidin-4-yl)-N-(1-(3-chlorophenyl)-2-hydroxyethyl)-1H-pyrrole-3-carboxamide ClC1=C(C=CC(=C1)F)NC1=NC=CC(=N1)N1C=C(C=C1)C(=O)N[C@H](CO)C1=CC(=CC=C1)Cl